FC1=CC=C(C=C1)NC=1C=C2C(C(=O)NC2=O)=CC1NC1=CC=C(C=C1)F 4,5-bis(4-fluorophenylamino)phthalimide